C(C)(C)C1N=C(OC1)CC=1OCC(N1)C(C)C bis(4-isopropyl-4,5-dihydro-oxazolyl)methane